N-(3-amino-6-phenylpyridin-2-yl)-2-(4-methylpiperazin-1-yl)pyrimidine-5-carboxamide NC=1C(=NC(=CC1)C1=CC=CC=C1)NC(=O)C=1C=NC(=NC1)N1CCN(CC1)C